Methyl 4-[3-[2-chloro-4-(6-methoxy-2-azaspiro[3.3]heptan-2-yl)benzoyl]-2,4-dihydro-1,3-benzoxazine-8-yl]-5-fluoro-2-(3-oxa-8-azabicyclo[3.2.1]octan-8-yl)benzoate ClC1=C(C(=O)N2COC3=C(C2)C=CC=C3C3=CC(=C(C(=O)OC)C=C3F)N3C2COCC3CC2)C=CC(=C1)N1CC2(C1)CC(C2)OC